4-[[(1R)-1-[3-(difluoromethyl)-2-fluoro-phenyl]ethyl]amino]-2-methyl-6-[(1S,5S)-3-oxabicyclo[3.1.0]hex-1-yl]pyrido[3,4-d]pyridazine-1,7-dione FC(C=1C(=C(C=CC1)[C@@H](C)NC1=NN(C(C=2C1=CN(C(C2)=O)[C@@]21COC[C@H]1C2)=O)C)F)F